methyl (2S,4S)-4-(thiazol-2-yl)pyrrolidine-2-carboxylate S1C(=NC=C1)[C@H]1C[C@H](NC1)C(=O)OC